FC1=C(C=CC=C1)N1C[C@H](CCC1)CN1[C@@H]([C@H]([C@@H]([C@H](C1)O)O)O)C (2R,3R,4R,5s)-1-(((R)-1-(2-fluorophenyl)piperidin-3-yl)methyl)-2-methylpiperidin-3,4,5-triol